CN1CC=2N(CC1)N=C(C2)C=O 5-methyl-4,5,6,7-tetrahydropyrazolo[1,5-a]pyrazine-2-carbaldehyde